cis-3-cyclopropyl-N-(4-methyl-3-(4-methyloxazol-2-yl)phenyl)cyclobutane-1-carboxamide C1(CC1)[C@H]1C[C@H](C1)C(=O)NC1=CC(=C(C=C1)C)C=1OC=C(N1)C